tert-butyl ((2S)-1,1-dicyclopropyl-3-((2-isopropyl-2-(2-oxo-4-(trifluoromethyl)imidazolidin-1-yl)-2,3-dihydro-1H-inden-5-yl)amino)-3-oxopropan-2-yl)carbamate C1(CC1)C([C@@H](C(=O)NC=1C=C2CC(CC2=CC1)(N1C(NC(C1)C(F)(F)F)=O)C(C)C)NC(OC(C)(C)C)=O)C1CC1